(2r,3s)-3-((methylsulfonyl)amino)-2-(((cis-4-phenylcyclohexyl)oxy)methyl)-piperidine-1-carboxylic acid methyl ester COC(=O)N1[C@H]([C@H](CCC1)NS(=O)(=O)C)CO[C@@H]1CC[C@@H](CC1)C1=CC=CC=C1